4-(5-chloro-8-hydroxy-7-nitroquinolin-4-yl)piperazine-1-carboxylic acid ethyl ester C(C)OC(=O)N1CCN(CC1)C1=CC=NC2=C(C(=CC(=C12)Cl)[N+](=O)[O-])O